3-(3-(difluoromethyl)phenyl)-5-(3-fluoro-1-(1-methylpiperidin-4-yl)-1H-pyrazol-4-yl)-1H-pyrrolo[2,3-b]pyridine FC(C=1C=C(C=CC1)C1=CNC2=NC=C(C=C21)C=2C(=NN(C2)C2CCN(CC2)C)F)F